FC1=C(OC2=C3C(=NC=C2)N(C=C3C3=C(C=C(C=C3)OC(C)C)F)COCC[Si](C)(C)C)C(=CC(=C1)[N+](=O)[O-])F 4-(2,6-difluoro-4-nitrophenoxy)-3-[2-fluoro-4-(propan-2-yloxy)phenyl]-1-{[2-(trimethylsilyl)ethoxy]methyl}-1H-pyrrolo[2,3-b]pyridine